C1[C@H](C[C@H]2CC=C[C@@H]12)OC(CO[Si](C)(C)C(C)(C)C)C1=C(C=CC=C1)OC [2-[[(2S,3aR,6aS)-1,2,3,3a,4,6a-hexahydropentalen-2-yl]oxy]-2-(2-methoxyphenyl)ethoxy]-t-butyl-dimethylsilane